5-[(1S,4R,5R)-5-{[5-cyclopropyl-3-(2,6-dichlorophenyl)-1,2-oxazol-4-yl]methoxy}-3-oxo-2-azabicyclo[2.2.1]heptan-2-yl]pyridine-2-carboxylic acid C1(CC1)C1=C(C(=NO1)C1=C(C=CC=C1Cl)Cl)CO[C@H]1[C@@H]2C(N([C@H](C1)C2)C=2C=CC(=NC2)C(=O)O)=O